(E)-N-hydroxy-3-(2-(4-(((1-methyl-1H-imidazol-5-yl)methyl)amino)piperidin-1-yl)phenyl)acrylamide ONC(\C=C\C1=C(C=CC=C1)N1CCC(CC1)NCC1=CN=CN1C)=O